6-(4-hydroxy-6-methoxy-7-methyl-3-oxo-1,3-dihydroisobenzofuran-5-yl)-4-methyl-hex-4-enoic acid OC1=C2C(OCC2=C(C(=C1CC=C(CCC(=O)O)C)OC)C)=O